2-(methyl-1H-tetrazol-5-yl)benzamide CN1N=NN=C1C1=C(C(=O)N)C=CC=C1